6-(((S)-1-(((S)-1-(tert-Butoxy)-1-oxopropan-2-yl)amino)-1-oxopropan-2-yl)amino)-6-oxohexanoic acid C(C)(C)(C)OC([C@H](C)NC([C@H](C)NC(CCCCC(=O)O)=O)=O)=O